1-(3-(4-(2-(naphthalen-1-yl)acetyl)piperazin-1-yl)azetidin-1-yl)prop-2-en-1-one C1(=CC=CC2=CC=CC=C12)CC(=O)N1CCN(CC1)C1CN(C1)C(C=C)=O